[As].C(C)(=O)N[C@H](C(=O)N[C@@H](C[C@H]1C(NCC1)=O)C(COC(F)(F)F)=O)CC(C)C (S)-2-acetamido-4-methyl-N-((S)-3-oxo-1-((S)-2-oxopyrrolidin-3-yl)-4-(trifluoromethoxy)butan-2-yl)pentanamide Arsenic